tert-butyl N-{4-fluoro-1-[7-({8-fluoro-2-methylimidazo[1,2-a]pyridin-6-yl}carbamoyl)-2-methylindazol-4-yl]pyrrolidin-3-yl}-N-methylcarbamate FC1C(CN(C1)C=1C2=CN(N=C2C(=CC1)C(NC=1C=C(C=2N(C1)C=C(N2)C)F)=O)C)N(C(OC(C)(C)C)=O)C